butyl 2-(hydroxymethyl)-7,8-dihydropyrido[4,3-d]pyrimidine-6(5H)-carboxylate OCC=1N=CC2=C(N1)CCN(C2)C(=O)OCCCC